(E)-4-((1-(3-benzoyl-2-phenylindolizin-1-yl)pyridin-2(1H)-ylidene)amino)benzonitrile C(C1=CC=CC=C1)(=O)C1=C(C(=C2C=CC=CN12)N1\C(\C=CC=C1)=N\C1=CC=C(C#N)C=C1)C1=CC=CC=C1